4-(2,6-dichloro-4-(2,4-difluorophenyl)pyridin-3-yl)-2-methylbutan-2-ol ClC1=NC(=CC(=C1CCC(C)(O)C)C1=C(C=C(C=C1)F)F)Cl